acryloyloxyundecyldimethyl-Monochlorosilane C(C=C)(=O)OCCCCCCCCCCC[Si](Cl)(C)C